O=C(C(=O)OCC(F)(F)F)N1[C@H](CC[C@@H](C1)C)C1=CC=CC=2CCOC21 |r| 2,2,2-trifluoroethyl 2-oxo-2-[rac-(2R,5S)-2-(2,3-dihydrobenzofuran-7-yl)-5-methyl-1-piperidyl]acetate